2'-O-methyluridine-5'-triphosphate P(O)(=O)(OP(=O)(O)OP(=O)(O)O)OC[C@@H]1[C@H]([C@H]([C@@H](O1)N1C(=O)NC(=O)C=C1)OC)O